FC=1C=CC(=NC1C=1C=NN2C1C=CC=C2)C2CN(CCC2)C(=O)OC(C)(C)C tert-butyl 3-(5-fluoro-6-pyrazolo[1,5-a]pyridin-3-yl-2-pyridyl)piperidine-1-carboxylate